C1(CCCCCCCC=CCCCCCCC1)=O 9-cycloheptadecen-1-one